NC1(CCC2=CC=CC=C12)O cis-Aminoindanol